BrC1=CC(=CC(=C1)C(F)(F)F)[N+](=O)[O-] 1-bromo-3-nitro-5-Trifluoromethylbenzene